C1(=CC=CC=C1)S(=O)(=O)C(C(CC)=C)CC=C(C)C 7-methyl-3-methylen-6-octen-4-yl phenyl sulfone